BrC(C1C(O1)C=1C(=C(C=CC1)O)C)(Br)OC(C1C(O1)C=1C(=C(C=CC1)O)C)(Br)Br dibromocresolglycidyl ether